[N+](=O)([O-])C=1C=C(C=CC1)C1=NC2=C(N1)C=C(C=C2)C(F)(F)F 2-(3-nitrophenyl)-6-(trifluoromethyl)-1H-benzo[d]imidazole